ClC1=CC(=CC(=N1)C1=CC(=NC(=C1)F)C(=O)NC)C1CN(CC(O1)C(F)F)C(C=C)=O 4-[6-chloro-4-[6-(difluoromethyl)-4-prop-2-enoyl-morpholin-2-yl]-2-pyridyl]-6-fluoro-N-methyl-pyridine-2-carboxamide